4-[[3-fluoro-2-methoxy-propyl]-[4-(5,6,7,8-tetrahydro-1,8-naphthyridin-2-yl)butyl]amino]-2-[[1-(1-isoquinolyl)cyclopropanecarbonyl]amino]butanoic acid FCC(CN(CCC(C(=O)O)NC(=O)C1(CC1)C1=NC=CC2=CC=CC=C12)CCCCC1=NC=2NCCCC2C=C1)OC